CC1=C(C=C(C=C1)C=1C=NN(C1)CCN1CCN(CC1)C(=O)OC(C)(C)C)S(=O)(=O)N1CCOCC1 tert-butyl 4-(2-(4-(4-methyl-3-(morpholinosulfonyl)phenyl)-1H-pyrazol-1-yl)ethyl)piperazine-1-carboxylate